COC1=NC=CC=C1B(O)O (2-Methoxypyridin-3-yl)boronic acid